FC(S(=O)(=O)[O-])(F)F trifluoromethane-sulfonate